methyl 2-[tert-butoxycarbonyl-[6-(dimethylamino)hexyl]amino]-5-[3-[4-[3-[tert-butoxycarbonyl(methyl)amino]prop-1-ynyl]-2-fluoro-phenoxy]propyl]thiazole-4-carboxylate C(C)(C)(C)OC(=O)N(C=1SC(=C(N1)C(=O)OC)CCCOC1=C(C=C(C=C1)C#CCN(C)C(=O)OC(C)(C)C)F)CCCCCCN(C)C